1-(4-((4-(Piperidin-1-yl)phenyl)amino)benzyl)pyrrolidin-2-one N1(CCCCC1)C1=CC=C(C=C1)NC1=CC=C(CN2C(CCC2)=O)C=C1